ClC1=C(C=CC=C1)C=1N=C2C=3C=C(C=NC3C=CN2C1C1CC1)C=1C=NN(C1)C1CCC(CC1)C(=O)O (1R,4R)-4-(4-(2-(2-Chlorophenyl)-3-cyclopropylimidazo[2,1-f][1,6]naphthyridin-9-yl)-1H-pyrazol-1-yl)cyclohexane-1-carboxylic acid